COC(CCCCNC(=O)C1(CCNCC1)COCC1=CC=CC=C1)=O 5-(4-((Benzyloxy)methyl)piperidin-4-carboxamido)pentanoic acid methyl ester